C(C)(C)N1C=C(C=2C=NC(=CC21)NC2=NC(=NC=C2)C=2C=NN(C2)C)N2[C@@H]([C@H](C2)CS(=O)(=O)C)C 1-isopropyl-N-(2-(1-methyl-1H-pyrazol-4-yl)pyrimidin-4-yl)-3-((2R,3S)-2-methyl-3-((methylsulfonyl)methyl)azetidin-1-yl)-1H-pyrrolo[3,2-c]pyridin-6-amine